FC=1C=CC(=C(C1)N1C(NCC1)=O)O 1-(5-fluoro-2-hydroxyphenyl)imidazolidin-2-one